O=C1N(C(C=C1)=O)CCOC(CCC(=O)C=1SC2=C(C1)C(=C(C(=C2)OC)OCCCOC=2C(=C1CN(CC1=CC2OC)C(CCC(=O)OC(C)(C)C)=O)F)F)=O 2-(2,5-dioxopyrrol-1-yl)ethyl-4-[5-[3-[2-(4-tert-butoxy-4-oxo-butanoyl)-4-fluoro-6-methoxy-isoindolin-5-yl]oxypropoxy]-4-fluoro-6-methoxy-benzothiophen-2-yl]-4-oxo-butanoate